4-bromo-N-(2,2-dimethoxyethyl)-3-methoxy-benzamide BrC1=C(C=C(C(=O)NCC(OC)OC)C=C1)OC